tert-butyl (E)-(2-((4-(ethylcarbamoyl)-1H-pyrazol-1-yl)methyl)-3-fluoroallyl)carbamate C(C)NC(=O)C=1C=NN(C1)C\C(\CNC(OC(C)(C)C)=O)=C\F